6-(1'-(cyclopropylmethyl)-[1,4'-bipiperidin]-4-yl)-7-fluoro-1-methyl-2-(4-(methylsulfonyl)phenyl)-1H-benzo[d]imidazole C1(CC1)CN1CCC(CC1)N1CCC(CC1)C=1C=CC2=C(N(C(=N2)C2=CC=C(C=C2)S(=O)(=O)C)C)C1F